OXO-PYRIDINE O=C1NC=CC=C1